CC(CC=1C=C(C=CC1)S(=O)(=O)N1CCC(CC1)NC(OC(C)(C)C)=O)C=O tert-butyl (1-((3-(2-methyl-3-oxopropyl)phenyl)sulfonyl)piperidin-4-yl)carbamate